(R)-2-(1,1-diphenylprop-2-yl)-5-hydroxy-N-(isoxazol-4-yl)-1-methyl-6-oxo-1,6-dihydropyrimidine-4-carboxamide C1(=CC=CC=C1)C([C@@H](C)C=1N(C(C(=C(N1)C(=O)NC=1C=NOC1)O)=O)C)C1=CC=CC=C1